3-methylcyclobutane CC1CCC1